CC1(C2C3C(CCC3C(CCC21)=C)C)C 1,1,7-trimethyl-4-methylidene-2,3,4a,5,6,7,7a,7b-octahydro-1aH-cyclopropa[e]azulene